COC(=O)C1=CC2=C(N3C(S2)=NC(=C3)C3=C(C=C(C=C3)C3N(CCC3)C(=O)OC(C)(C)C)F)C=C1C 2-(4-(1-(tert-butoxycarbonyl)pyrrolidin-2-yl)-2-fluorophenyl)-6-methylbenzo[d]imidazo[2,1-b]thiazole-7-carboxylic acid methyl ester